(R)-2-((6-amino-1-methyl-2-oxo-1,2-dihydroquinolin-4-yl)amino)-N-(2-(1-methyl-1H-pyrazol-4-yl)ethyl)propanamide NC=1C=C2C(=CC(N(C2=CC1)C)=O)N[C@@H](C(=O)NCCC=1C=NN(C1)C)C